BrC=1C=C(C=2N(C1)N=CC2C#N)C=2C=NC(=CC2)N2[C@H]1[C@](CN([C@H]1C2)CC=2C=NC(=CC2)OC)(C)C#N 6-Bromo-4-(6-((1S,4R,5S)-4-cyano-2-((6-methoxypyridin-3-yl)methyl)-4-methyl-2,6-diazabicyclo[3.2.0]heptan-6-yl)pyridin-3-yl)pyrazolo[1,5-a]pyridine-3-carbonitrile